3,3'-iminodipropylamine CCOC(=O)C1=C(C)NC(C)=C(C(=O)OCC)C1C1C=CC=CC=1/C=C/C(=O)OC(C)(C)C